C(C)C(CC)(CCCCCC)O 3-ethyl-3-nonanol